2,3-dihydrobenzofuranacetic acid C1COC2=C1C=C(C=C2)CC(=O)O